OC1=CC=C2C(C(COC2=C1)C1=CC=CC=C1)C1=CC=C(C=C1)N1CCC(CC1)N1CCN(CC1)CC1=C(C=CC=C1)NC1C(NC(CC1)=O)=O 3-((2-((4-(1-(4-(7-hydroxy-3-phenylchroman-4-yl)phenyl)piperidin-4-yl)piperazin-1-yl)methyl)phenyl)amino)piperidine-2,6-dione